BrC=1C=CC=2N(C3=CC=CC=C3C2C1)C1=CC=C(C=C1)F 3-bromo-9-(4-fluorophenyl)-9H-carbazole